tetraphosphorus 1-(4-(2,6-dioxopiperidin-3-yl)-3,5-difluorophenyl)azetidin-3-yl 2-oxa-6-azaspiro[3.3]heptane-6-carboxylate C1OCC12CN(C2)C(=O)OC2CN(C2)C2=CC(=C(C(=C2)F)C2C(NC(CC2)=O)=O)F.[P].[P].[P].[P]